tert-butyl (3-oxo-3-(4-(5-(trifluoromethyl)pyrimidin-2-yl)piperazin-1-yl)propyl)carbamate O=C(CCNC(OC(C)(C)C)=O)N1CCN(CC1)C1=NC=C(C=N1)C(F)(F)F